1-(2-(1,3-dioxan-2-yl)ethyl)-5-(benzoyloxy)-1H-indole O1C(OCCC1)CCN1C=CC2=CC(=CC=C12)OC(C1=CC=CC=C1)=O